3-[4-hydroxyphenyl]lactate OC1=CC=C(C=C1)CC(C(=O)[O-])O